2-(tert-butoxycarbonyl)-L-aspartic acid C(C)(C)(C)OC(=O)[C@](N)(CC(=O)O)C(=O)O